tert-butyl 4-(((4-cyanopyridin-2-yl)oxy)methyl)piperidine-1-carboxylate C(#N)C1=CC(=NC=C1)OCC1CCN(CC1)C(=O)OC(C)(C)C